3-{2-[2-(2-{[(tert-butoxy)carbonyl]amino}eth-oxy)ethoxy]ethoxy}propanoic acid C(C)(C)(C)OC(=O)NCCOCCOCCOCCC(=O)O